1-((S)-2-hydroxy-2-((1S,4R,4aS,4bR,6aR,8R,10aS,10bR,12aS)-8-hydroxy-4,12a-dimethyl-8-propyloctadecahydrochrysen-1-yl)propyl)-1H-pyrazole-4-carbonitrile O[C@@](CN1N=CC(=C1)C#N)(C)[C@H]1CC[C@H]([C@H]2[C@@H]3CC[C@@H]4C[C@](CC[C@@H]4[C@H]3CC[C@]12C)(CCC)O)C